N-(2-(4-chlorobenzoyl)phenyl)-3-methyl-2-(2,2,2-trifluoroacetamido)butanamide ClC1=CC=C(C(=O)C2=C(C=CC=C2)NC(C(C(C)C)NC(C(F)(F)F)=O)=O)C=C1